N-((S)-1-amino-3-hydroxy-2-methyl-1-oxopropan-2-yl)-2-methyl-6-(trans-2-phenylcyclopropyl)indolizine-3-carboxamide NC([C@@](CO)(C)NC(=O)C1=C(C=C2C=CC(=CN12)[C@H]1[C@@H](C1)C1=CC=CC=C1)C)=O